trans-3-chloro-4-[4-methyl-2-(1H-1,2,4-triazol-1-ylmethyl)-1,3-dioxolan-2-yl]phenyl-4-chlorophenyl ether ClC=1C=C(C=CC1[C@@]1(OC[C@@H](O1)C)CN1N=CN=C1)C1=C(C=CC(=C1)Cl)OC1=C(C=C(C=C1)Cl)C1=CC(=C(C=C1)[C@@]1(OC[C@@H](O1)C)CN1N=CN=C1)Cl